9-(4-ethynyl-2-methoxybenzyl)-9H-purin-6-amine C(#C)C1=CC(=C(CN2C3=NC=NC(=C3N=C2)N)C=C1)OC